1,3,5,7-tetraoxo-5,7-dihydropyrrolo[3,4-f]isoindole O=C1NC(C=2C1=CC=1C(NC(C1C2)=O)=O)=O